2-((1r,4r)-4-(2-(1-(2-hydroxy-2-methylpropyl)-1H-pyrazol-4-yl)-6-(benzenesulfonyl)imidazo[4,5-d]Pyrrolo[2,3-b]Pyridin-1(6H)-yl)cyclohexyl)acetonitrile OC(CN1N=CC(=C1)C1=NC=2C(=C3C(=NC2)N(C=C3)S(=O)(=O)C3=CC=CC=C3)N1C1CCC(CC1)CC#N)(C)C